(S)-3-(benzyloxy)-2-fluoro-3-oxopropanoic acid C(C1=CC=CC=C1)OC([C@H](C(=O)O)F)=O